2-[4-cyclopropyl-6-(difluoromethoxy)pyrimidin-5-yl]-5-methoxy-4-[[4-[1-methyl-4-(trifluoromethyl)imidazol-2-yl]phenyl]methoxy]pyrimidine C1(CC1)C1=NC=NC(=C1C1=NC=C(C(=N1)OCC1=CC=C(C=C1)C=1N(C=C(N1)C(F)(F)F)C)OC)OC(F)F